Cl.Cl.C12CN(CC(N1)C2)C2=CC=C(C=N2)C=2C=1N(C=C(C2)OCC2=CC=CC=C2)N=CC1C#N 4-(6-(3,6-diazabicyclo[3.1.1]hept-3-yl)pyridin-3-yl)-6-(benzyloxy)pyrazolo[1,5-a]pyridine-3-carbonitrile dihydrochloride